Hept-5-ene-2,3-dicarboximide CC1C(CC=CC)C(NC1=O)=O